3-((1r,3r,5s)-(3-((5-cyclopropyl-3-(2,6-dichlorophenyl)isoxazol-4-yl)methoxy)-8-azabicyclo[3.2.1]octan-8-yl)-1,2,4-oxadiazol-5-yl)benzoic acid C1(CC1)C1=C(C(=NO1)C1=C(C=CC=C1Cl)Cl)COC1C[C@H]2CC[C@@H](C1)N2C2=NOC(=N2)C=2C=C(C(=O)O)C=CC2